5-(2-(3-(1-(isopropylamino)ethyl)-5-(trifluoromethyl)phenylamino)-5-methylpyrimidin-4-ylamino)benzo[d]oxazol-2(3H)-one C(C)(C)NC(C)C=1C=C(C=C(C1)C(F)(F)F)NC1=NC=C(C(=N1)NC=1C=CC2=C(NC(O2)=O)C1)C